N-((1S,3S,3aR,8bS)-3a-(4-chlorophenyl)-3-(3-fluorophenyl)-8b-hydroxy-6,8-dimethoxy-2,3,3a,8b-tetrahydro-1H-cyclopenta[b]benzofuran-1-yl)acetamide ClC1=CC=C(C=C1)[C@@]12OC3=C([C@@]1([C@H](C[C@H]2C2=CC(=CC=C2)F)NC(C)=O)O)C(=CC(=C3)OC)OC